C(C=C)(=O)OC1=CC=CC2=CC=CC=C12 ACRYLOYLOXYNAPHTHALENE